C(C1=CC=CC=C1)(=O)CCCCC(=O)O 5-benzoyl-valeric acid